C(C)(C)(C)OC(=O)N1C[C@H](CC1)OC1=CC=C(C=C1C1=CC=C(C=C1)F)C(=O)N1CCN(CC1)C(=O)C=1C=C(C=C(C1)F)C1CCN(CC1)C(=O)OC(C)(C)C tert-butyl (S)-4-(3-(4-(6-((1-(tert-butoxycarbonyl)pyrrolidin-3-yl)oxy)-4'-fluoro-[1,1'-biphenyl]-3-carbonyl)piperazine-1-carbonyl)-5-fluorophenyl)piperidine-1-carboxylate